CC=1C=C(C=C(C1)C)[C@@H]1N=C(OC1)C1=NC(=CC=C1)C=1OC[C@@H](N1)C1=CC(=CC(=C1)C)C 2,6-bis((S)-4-(3,5-dimethylphenyl)-4,5-dihydro-oxazol-2-yl)pyridine